CC1=NN(C(=C1)C)C=1C=C(C=CC1)C1=CN=C2N1C=CC(=C2)C(=O)N 3-[3-(3,5-dimethyl-1H-pyrazol-1-yl)phenyl]imidazo[1,2-a]pyridine-7-carboxamide